NC1=NNC=2C1=NC(=CC2)C2=C(C=C(C=C2)S(=O)(=O)NC2CCC(CC2)(C(F)(F)F)O)Cl 4-(3-amino-1H-pyrazolo[4,3-b]Pyridine-5-yl)-3-chloro-N-((1R,4R)-4-hydroxy-4-(trifluoromethyl)cyclohexyl)benzenesulfonamide